2-(3-nitro-phenyl)-N-{2-oxo-3-[phenyl-(4-piperidin-1-ylmethyl-phenylamino)-methylene]-2,3-dihydro-1H-indol-5-yl}-acetamide [N+](=O)([O-])C=1C=C(C=CC1)CC(=O)NC=1C=C2C(C(NC2=CC1)=O)=C(NC1=CC=C(C=C1)CN1CCCCC1)C1=CC=CC=C1